1-hydroxytrimethylolethane OCC(CO)(CO)CO